N-(5-(((4s,7s)-1-oxaspiro(3.5)nonan-7-yl)oxy)-1,3,4-thiadiazol-2-yl)-2'-chloro-5'-methoxy-6-methyl-(4,4'-bipyridine)-3-carboxamide O1CCC12CCC(CC2)OC2=NN=C(S2)NC(=O)C=2C=NC(=CC2C2=CC(=NC=C2OC)Cl)C